CN(CCOC=1C=CC(=NC1)NC(=O)C=1C=C(CNC2=NC=C(C3=C2CCO3)C=3C=NN(C3)C(=O)OC(C)(C)C)C=CC1)C tert-Butyl 4-(4-((3-((5-(2-(dimethylamino)ethoxy)pyridin-2-yl)carbamoyl)-benzyl)amino)-2,3-dihydrofuro[3,2-c]pyridin-7-yl)-1H-pyrazole-1-carboxylate